6-(2,6-difluoro-4-(2-methyl-2H-indazol-4-yl)benzyl)-3-hydroxy-6,7-dihydro-5H-pyrrolo[3,4-b]pyridin-5-one-7,7-d2 FC1=C(CN2C(C3=NC=C(C=C3C2=O)O)([2H])[2H])C(=CC(=C1)C=1C2=CN(N=C2C=CC1)C)F